2-chloro-9-((3aR,3bR,4aS,5R,5aS)-2,2-dimethylhexahydrocyclopropa[3,4]cyclopenta[1,2-d][1,3]dioxol-5-yl)-N-(2-fluoroethyl)-9H-purin-6-amine ClC1=NC(=C2N=CN(C2=N1)[C@@H]1[C@@H]2[C@H]([C@@H]3[C@H]1OC(O3)(C)C)C2)NCCF